[Fe].[Ce] Cerium-iron